4-methyl-3-(((2-(methylcarbamoyl)pyridin-4-yl)amino)methyl)benzoic acid CC1=C(C=C(C(=O)O)C=C1)CNC1=CC(=NC=C1)C(NC)=O